tert-butyl (R)-3-(3-(2-aminooxazol-5-yl)-5-chlorophenyl)morpholine-4-carboxylate NC=1OC(=CN1)C=1C=C(C=C(C1)Cl)[C@H]1N(CCOC1)C(=O)OC(C)(C)C